(6-(2-(dimethylamino)pyrimidin-5-yl)-2-methoxypyridin-3-yl)-5-methyl-3-phenylisoxazole-4-carboxamide CN(C1=NC=C(C=N1)C1=CC=C(C(=N1)OC)NC(=O)C=1C(=NOC1C)C1=CC=CC=C1)C